N(=[N+]=[N-])C1=CC(=C(C=C1)NCCN1C=C(C2=CC=CC=C12)CCN1[C@@H]([C@H]([C@@H]([C@H](C1)O)O)O)CO)[N+](=O)[O-] (2R,3R,4R,5S)-1-[2-(1-{2-[(4-azido-2-nitrophenyl)amino]ethyl}-1H-indol-3-yl)ethyl]-2-(hydroxymethyl)piperidine-3,4,5-triol